[Si](C)(C)(C(C)(C)C)OC(CCC(=O)NC(P(OCC)(OCC)=O)P(OCC)(OCC)=O)C(F)(F)F tetraethyl ((4-((tert-butyldimethylsilyl)oxy)-5,5,5-trifluoropentanamido)methylene)bis(phosphonate)